mono-methacryloxyethyl phosphate P(=O)(OCCOC(C(=C)C)=O)([O-])[O-]